FC(CC1=CC2=C(N=C(N=C2)NC2CCN(CC2)S(=O)(=O)N)N(C1=O)[C@@H]1[C@@](CCC1)(C)O)F 4-((6-(2,2-difluoroethyl)-8-((1S,2S)-2-hydroxy-2-methylcyclopentyl)-7-oxo-7,8-dihydropyrido[2,3-d]pyrimidin-2-yl)amino)piperidine-1-sulfonamide